1-(2-((3R,5R,8R,9R,10S,13S,14S,17S)-3-hydroxy-3-(methoxymethyl)-13-methylhexadecahydro-1H-cyclopenta[a]phenanthren-17-yl)-2-methylpropyl)-1H-pyrazole-4-carbonitrile O[C@@]1(CC[C@@H]2[C@H]3CC[C@@]4([C@H](CC[C@H]4[C@@H]3CC[C@@H]2C1)C(CN1N=CC(=C1)C#N)(C)C)C)COC